O=C1N(CCC(N1)=O)C1=CC=C(OC2CCN(CC2)CCCCC(=O)OC(C)(C)C)C=C1 tert-Butyl 5-(4-(4-(2,4-dioxotetrahydropyrimidin-1(2H)-yl)phenoxy)piperidin-1-yl)pentanoate